S1N=C(C=C1)C#N isothiazol-3-carbonitrile